[K].C1(=CC=CC=C1)C=1NC2=C(N1)C=CC=C2 phenyl-benzimidazole potassium